methyl trans-4-(5-acetyl-3-(7-(difluoromethyl)-6-(1-methyl-1H-pyrazol-4-yl)-3,4-dihydroquinolin-1(2H)-yl)-4,5,6,7-tetrahydro-1H-pyrazolo[4,3-c]pyridin-1-yl)cyclohexane-1-carboxylate C(C)(=O)N1CC2=C(CC1)N(N=C2N2CCCC1=CC(=C(C=C21)C(F)F)C=2C=NN(C2)C)[C@@H]2CC[C@H](CC2)C(=O)OC